C(C)(C)(C)OC(C1=CN=C(C=C1)N1N=CC(=C1O)C1=CC=C(C=C1)C)=O 6-(5-hydroxy-4-(p-tolyl)-1H-pyrazol-1-yl)nicotinic acid tert-butyl ester